5-(4-(((R)-3-(4-amino-3-(4-phenoxyphenyl)-1H-pyrazolo[3,4-d]pyrimidin-1-yl)-[1,4'-bipiperidin]-1'-yl)methyl)piperidin-1-yl)-2-(2,6-dioxopiperidin-3-yl)isoindoline-1,3-dione NC1=C2C(=NC=N1)N(N=C2C2=CC=C(C=C2)OC2=CC=CC=C2)[C@H]2CN(CCC2)C2CCN(CC2)CC2CCN(CC2)C=2C=C1C(N(C(C1=CC2)=O)C2C(NC(CC2)=O)=O)=O